C1(CC2C(CC1)S2)CCC2CC1C(CC2)O1 1-(3,4-epithiocyclohexan-1-yl)-2-(3,4-epoxycyclohexan-1-yl)ethane